C(C)(C)(C)OC(=O)N1C[C@@H]([C@@H](CC1)C1=CC=CC=C1)C(=O)O (3R,4R)-1-tert-butoxycarbonyl-4-phenyl-piperidine-3-carboxylic acid